FC1=CC2=C(N(C(=N2)C=2C=NC=C(C2)CN2C=NC=C2)CCO)C=C1F 2-{5,6-difluoro-2-[5-(imidazol-1-ylmethyl)pyridin-3-yl]benzoimidazol-1-yl}ethanol